(S)-4-(dimethylamino)-2,2-diphenylvaleronitrile CN([C@H](CC(C#N)(C1=CC=CC=C1)C1=CC=CC=C1)C)C